C(C1=CC=CC=C1)S(=O)(=O)OC=1C=C(C=CC1)NC(=O)NC1=CC(=CC=C1)OS(=O)(=O)CC1=CC=C(C=C1)OC N-[3-(benzylsulfonyloxy)phenyl]-N'-[3-(p-methoxybenzylsulfonyloxy)phenyl]urea